COCCOC1=CC(=C(C(=O)OC)C=C1)[N+](=O)[O-] Methyl 4-(2-methoxyethoxy)-2-nitrobenzoate